3-(4-ethylpiperazin-1-yl)-4-nitrobenzaldehyde C(C)N1CCN(CC1)C=1C=C(C=O)C=CC1[N+](=O)[O-]